CC1=C(C(NC2=CC=CC=C12)=O)C(C=CC1=CN(C2=CC=CC=C12)C)=O 4-methyl-3-(3-(1-methyl-1H-indol-3-yl)acryloyl)quinolin-2(1H)-one